C(#N)C1=CC=2N(N=C1)C(=CC2)C2=NC=C(C(=O)NC[C@H](C(C)(C)O)F)C(=C2)N[C@H]2C[C@@H](CCC2)C2=C(N=CO2)C 6-(3-cyanopyrrolo[1,2-b]pyridazin-7-yl)-N-((R)-2-fluoro-3-hydroxy-3-methylbutyl)-4-(((1R,3R)-3-(4-methyloxazol-5-yl)cyclohexyl)amino)nicotinamide